CNC(=O)C1=CC=C(C(=N1)C)N1CCN(CC1)CC=1C=CC=2C3=C(C(NC2C1F)=O)CCC3 7-((4-(6-methylcarbamoyl-2-methylpyridin-3-yl)piperazin-1-yl)methyl)-6-fluoro-1,2,3,5-tetrahydro-4H-cyclopenta[c]quinolin-4-one